ethyl 2-(4-(2,6-difluorophenyl)cyclohexyl)acetate FC1=C(C(=CC=C1)F)C1CCC(CC1)CC(=O)OCC